C(C)(C)(C)C1=NC=CC(=C1)B1OC(C)(C)C(C)(C)O1 2-tertbutyl-pyridine-4-boronic acid pinacol ester